potassium ethylenediaminetetraacetic acid C(CN(CC(=O)O)CC(=O)O)N(CC(=O)O)CC(=O)O.[K]